FC1=CC=C(C(=C1OC=1C=C2C(N(C=NC2=CC1)C1=CC=C(C=C1)N1CCN(CC1)C(=O)OC(C)(C)C)=O)C)NS(=O)(=O)N1C[C@@H](CC1)F tert-butyl 4-{4-[6-(6-fluoro-3-{[(3R)-3-fluoropyrrolidin-1-ylsulfonyl]amino}-2-methylphenoxy)-4-oxoquinazolin-3-yl]phenyl}piperazine-1-carboxylate